C1(CC1)C1=NC=NC(=C1C1=NN2C(C(=N1)N(CC1=CC=C(C=C1)C=1N(C=C(N1)C(F)(F)F)C(C)C)C(F)F)=NC=C2)OC(F)F 2-(4-cyclopropyl-6-(difluoromethoxy)pyrimidin-5-yl)-N-(difluoromethyl)-N-(4-(1-isopropyl-4-(trifluoromethyl)-1H-imidazol-2-yl)benzyl)imidazo[2,1-f][1,2,4]triazin-4-amine